2-((3,4-Dihydroisoquinolin-2(1H)-yl)methyl)-5-((2-(pyrimidin-2-yl)-2-aza-spiro[3.3]heptan-6-yl)methoxy)-4H-pyran-4-one C1N(CCC2=CC=CC=C12)CC=1OC=C(C(C1)=O)OCC1CC2(CN(C2)C2=NC=CC=N2)C1